C#CCCCCCCCCCCCCCCCCCCCCCCCCCCC nonacosyne